(R)-2-(3-(5-((1-cyclopropylethyl)carbamoyl)-1-(2-hydroxyethyl)-1H-pyrazol-3-yl)phenyl)-N-(pentan-3-yl)oxazole-5-carboxamide C1(CC1)[C@@H](C)NC(=O)C1=CC(=NN1CCO)C=1C=C(C=CC1)C=1OC(=CN1)C(=O)NC(CC)CC